BrC1=CC=C(C=C1)OC1CCN(CC1)C1=CC=C(C=C1)C(F)(F)F 4-(4-bromophenyloxy)-1-(4-(trifluoromethyl)phenyl)piperidine